6-(r-cyclopropyl-[1,4'-bipiperidin]-4-yl)-2-(3-fluoro-4-methoxyphenyl)-8-methylimidazo[1,2-a]pyridine C1(CC1)[C@@H]1N(CCC(C1)C=1C=C(C=2N(C1)C=C(N2)C2=CC(=C(C=C2)OC)F)C)C2CCNCC2